[2-(2,6-dioxopiperidin-3-yl)-4-(oxan-4-yloxy)-3-oxo-2,3-dihydro-1H-isoindol-5-yl]methyl N-[4-(2-chlorophenoxy)phenyl]carbamate ClC1=C(OC2=CC=C(C=C2)NC(OCC=2C(=C3C(N(CC3=CC2)C2C(NC(CC2)=O)=O)=O)OC2CCOCC2)=O)C=CC=C1